N[C@H](C(=O)OC)C1=CC=C(C=C1)O methyl (S)-2-amino-2-(4-hydroxyphenyl)acetate